1-((2S,4S,5S)-5-((5-(cyclopropylethynyl)-7H-pyrrolo[2,3-d]pyrimidin-4-yl)amino)-4-fluoro-2-methylpiperidin-1-yl)prop-2-en-1-one C1(CC1)C#CC1=CNC=2N=CN=C(C21)N[C@@H]2[C@H](C[C@@H](N(C2)C(C=C)=O)C)F